C1(CC1)(C(=O)N)C(=O)N cyclopropane-1,1-dicarboxamide